CC1=CC=C(C=C1)S(=O)(=O)OCCCON(C)C(=O)OC(C)(C)C 3-[tert-butoxycarbonyl(methyl)amino]oxypropyl 4-methylbenzenesulfonate